CN1N=C(C=C1)N1N=C(C(=C1N)C=1CCN(CC1)CC(F)(F)F)C(F)(F)F 2-(1-methylpyrazol-3-yl)-4-[1-(2,2,2-trifluoroethyl)-3,6-dihydro-2H-pyridin-4-yl]-5-(trifluoromethyl)pyrazol-3-amine